N1=CC=C(C=C1)S(=O)(=O)NC12CC3(CC(CC(C1)C3)C2)NC(=O)C2=NC=CC=C2 Pyridine-2-carboxylic acid [3-(pyridine-4-sulfonylamino)-adamantan-1-yl]-amide